C1(CCC1)NC(=O)C=1C=C2C3(C(NC2=CC1)=O)CCC(CC3)OC3=NC=C(C=C3Cl)Cl N-cyclobutyl-cis-4-[(3,5-dichloro-2-pyridyl)oxy]-2'-oxo-spiro[cyclohexane-1,3'-indoline]-5'-carboxamide